Tert-Butyl rac-(3R,4R)-4-[3-(3,3-dimethyl-2-oxo-1H-pyrrolo[2,3-b]pyridin-4-yl)indazol-1-yl]-3-fluoro-piperidine-1-carboxylate CC1(C(NC2=NC=CC(=C21)C2=NN(C1=CC=CC=C21)[C@H]2[C@@H](CN(CC2)C(=O)OC(C)(C)C)F)=O)C |r|